S1C(=CC=C1)C(=O)[O-].[Cu+] copper(I) 2-thiophenecarboxylate